(2S,4R)-1-(2-(3-acetyl-5-(pyridazin-4-yl)-1H-indol-1-yl)acetyl)-4-fluoro-N-(8-methoxy-6-methylchroman-4-yl)pyrrolidine-2-carboxamide C(C)(=O)C1=CN(C2=CC=C(C=C12)C1=CN=NC=C1)CC(=O)N1[C@@H](C[C@H](C1)F)C(=O)NC1CCOC2=C(C=C(C=C12)C)OC